ClC1=C(C(=CC=C1)F)C1=NOC(=C1C1=CC2(C1)CCN(CC2)C=2SC1=C(N2)C(=CC(=C1)C(=O)O)F)C1CC1 2-(2-(3-(2-chloro-6-fluorophenyl)-5-cyclopropylisoxazol-4-yl)-7-azaspiro[3.5]non-1-en-7-yl)-4-fluorobenzo[d]thiazole-6-carboxylic acid